(S)-7-(1-(tert-butoxycarbonyl)-3-methyl-1H-pyrrolo[2,3-b]pyridin-5-yl)-5-(1-(tert-butoxycarbonyl)pyrrolidin-2-yl)-3,4-dihydroisoquinoline C(C)(C)(C)OC(=O)N1C=C(C=2C1=NC=C(C2)C2=CC(=C1CCN=CC1=C2)[C@H]2N(CCC2)C(=O)OC(C)(C)C)C